CNC(C=CC)=O N-methyl-but-2-enamide